10-(4-(4-(9H-carbazol-9-yl)phenylsulfonyl)phenyl)-9,9-dimethyl-9,10-dihydroacridine C1=CC=CC=2C3=CC=CC=C3N(C12)C1=CC=C(C=C1)S(=O)(=O)C1=CC=C(C=C1)N1C=2C=CC=CC2C(C2=CC=CC=C12)(C)C